FC1(CC(C1)C=1C=CC(=NC1)[C@@H](N[S@@](=O)C(C)(C)C)C1=CC=CC=C1)F (S)-N-[(S)-[5-(3,3-difluorocyclobutyl)-2-pyridyl]-phenyl-methyl]-2-methyl-propane-2-sulfinamide